ClC=1N=C2C(=NC1Cl)N=C(C(=C2C)C2=CC=CC=C2)C2=NC1=CC=CC=C1N=C2C2=CC=CC=C2 2,3-dichloro-8-methyl-7-phenyl-6-(3-phenylquinoxalin-2-yl)pyrido[2,3-b]pyrazine